FC=1C=NC(=NC1)C1CN(C1)C1C(CCC1)OC=1C=C2CN(C(C2=CC1)=O)C1C(NC(CC1)=O)=O 3-(5-((2-(3-(5-fluoropyrimidin-2-yl)azetidin-1-yl)cyclopentyl)oxy)-1-oxoisoindolin-2-yl)piperidine-2,6-dione